OC1=C2C(C=C(OC2=CC(=C1)OC1=NC(=NC(=C1)NC1=CC=C(C=C1)F)C)C1=CC=CC=C1)=O 5-Hydroxy-2-phenyl-7-((6-(4-fluorophenylamino)-2-methylpyrimidin-4-yl)oxy)-4H-chromen-4-one